FC(C=1C=C(C=CC1)N1C=CC2=CC=C(C=C12)NC(C=C)=O)(F)F N-(1-(3-(trifluoromethyl)phenyl)-1H-indol-6-yl)acrylamide